1-(4-(3-Chlorobenzyl)-3,4-dihydroquinoxalin-1(2H)-yl)-2-(piperidin-1-yl)ethan-1-one ethyl-4-(2,6-dichloro-4-(2,4-difluorophenyl)pyridin-3-yl)-2-hydroxybutyrate C(C)OC(C(CCC=1C(=NC(=CC1C1=C(C=C(C=C1)F)F)Cl)Cl)O)=O.ClC=1C=C(CN2CCN(C3=CC=CC=C23)C(CN2CCCCC2)=O)C=CC1